FC1=CC(=C(C=C1C=1CNCCC1)NC(=O)C1=CNC(C=C1C(F)(F)F)=O)N1C[C@@H](N([C@@H](C1)C)C)C N-(4-fluoro-5-(1,2,5,6-tetrahydropyridin-3-yl)-2-((3S,5R)-3,4,5-trimethylpiperazin-1-yl)phenyl)-6-oxo-4-(trifluoromethyl)-1,6-dihydropyridine-3-carboxamide